COC1=NC=CC(=C1)C1=CC=2C(=NC=CC2N2CC3CCC(C2)N3C3CC(C3)C#N)N1 3-(3-(2-(2-Methoxypyridin-4-yl)-1H-pyrrolo[2,3-b]pyridin-4-yl)-3,8-diazabicyclo[3.2.1]oct-8-yl)cyclobutane-1-carbonitrile